CC1=C(C(=CC=C1)C)NC(=O)C1NCCCC1 N-(2,6-dimethylphenyl)piperidine-2-formamide